1-((1-fluorocyclobutyl)methyl)-1H-benzo[d]imidazole-6-carboxylic Acid FC1(CCC1)CN1C=NC2=C1C=C(C=C2)C(=O)O